C(C1=CC=CC=C1)OC=1C=C2CCNC(C2=CC1OC)\C=C\C1=C(C=C(C(=C1)OCC=1C=NC(=CC1)C)OC)C 6-(benzyloxy)-7-methoxy-1-[(E)-2-{4-methoxy-2-methyl-5-[(6-methylpyridin-3-yl)methoxy]phenyl}ethenyl]-1,2,3,4-tetrahydroisoquinoline